2-(6-(((1R,3s,5S)-9-azabicyclo[3.3.1]nonan-3-yl)oxy)pyridazin-3-yl)-4-fluoro-5-(1H-pyrazol-4-yl)phenol [C@H]12CC(C[C@H](CCC1)N2)OC2=CC=C(N=N2)C2=C(C=C(C(=C2)F)C=2C=NNC2)O